ClC1=CC=C2C(C(NC2=C1F)=O)=O 6-chloro-7-fluoro-1H-indole-2,3-dione